TETRAHYDROIMIDAZOPYRIDINECARBOXYLIC ACID N1C(NC2C1=CC=CN2)C(=O)O